3,4,4-trifluorobut-3-en-1-yl 2-(4-chloro-3,5-dimethyl-1H-pyrazol-1-yl)propanoate ClC=1C(=NN(C1C)C(C(=O)OCCC(=C(F)F)F)C)C